2-methyl-4-n-hexylphenol CC1=C(C=CC(=C1)CCCCCC)O